(2,3-epoxypropyl)cyclohexane-1,3-dimethylamine C(C1CO1)C1(CC(CCC1)CN)CN